N-((R)-1-(3,3-difluoro-2,3-dihydrobenzofuran-7-yl)ethyl)-4-methyl-7-((1S,4S)-5-methyl-2,5-diazabicyclo[2.2.1]heptan-2-yl)pyrido[3,4-d]pyridazin-1-amine formic acid salt C(=O)O.FC1(COC2=C1C=CC=C2[C@@H](C)NC2=C1C(=C(N=N2)C)C=NC(=C1)N1[C@@H]2CN([C@H](C1)C2)C)F